Br[SiH]1CC[Si](CC1)(CCCC)CCCC 1-bromo-4,4-dibutyl-1,4-disilacyclohexane